6-((3-methyl-1,4-dioxo-1,4-dihydronaphthalen-2-yl)methyl)nicotinamide CC1=C(C(C2=CC=CC=C2C1=O)=O)CC1=NC=C(C(=O)N)C=C1